FC1=CC=C(C=C1)NC1=CC=C(C=N1)CNC(=O)C1=CC2=C(NC(N2)=O)C=C1 N-((6-((4-fluorophenyl)amino)pyridin-3-yl)methyl)-2-oxo-2,3-dihydro-1H-benzimidazole-5-carboxamide